OC1=CC=C(C(=O)NN)C=C1 N-(4-hydroxybenzoyl)-hydrazine